N-[(6S,7S)-6-[[3-(3,5-difluorophenyl)-2-fluoro-phenyl]methyl]-5-(3-fluoro-2-hydroxy-2-methyl-propionyl)-5-azaspiro[2.4]heptan-7-yl]-1,1-difluoro-methanesulfonamide FC=1C=C(C=C(C1)F)C=1C(=C(C=CC1)C[C@@H]1N(CC2(CC2)[C@@H]1NS(=O)(=O)C(F)F)C(C(CF)(C)O)=O)F